4-[2-(2-chloro-6-fluorophenyl)acetamido]pyridin ClC1=C(C(=CC=C1)F)CC(=O)NC1=CC=NC=C1